C(CCCCCCCCCCCCCCCCCCCC)P(O)(=O)O n-henicosanephosphonic acid